C(C)(=O)SC1C(=O)OC(C1)=O S-acetylmercaptosuccinic anhydride